C(#N)CCP(O)(N(C(C)C)C(C)C)O[C@H]1[C@H]([C@@H](O[C@@H]1COC(C1=CC=C(C=C1)OC)(C1=CC=C(C=C1)OC)C1=CC=CC=C1)N1C(=O)N=C(NC(C)=O)C(=C1)C)OCCC(NC)=O N4-(acetyl)-5'-O-(4,4'-dimethoxytrityl)-2'-O-[2-(N-methylcarbamoyl)ethyl]-5-methylcytidine-3'-(2-cyanoethyl N,N-diisopropylphosphoramidite)